7-(3-{[(2S)-1-ethoxybutan-2-yl]carbamoyl}azetidin-1-yl)-5-methyl-4-oxo-1-(1,3-thiazol-2-yl)-1,4-dihydro-1,8-naphthyridine-3-carboxylic acid C(C)OC[C@H](CC)NC(=O)C1CN(C1)C1=CC(=C2C(C(=CN(C2=N1)C=1SC=CN1)C(=O)O)=O)C